N1C2=C(N=CC1)SC(=C2)C(=O)N 1,2-dihydrothieno[2,3-b]pyrazine-6-carboxamide